(8S,10S)-10-[(3-amino-2,3,6-trideoxy-α-L-lyxo-hexopyranosyl)oxy]-8-glycoloyl-7,8,9,10-tetrahydro-6,8,11-trihydroxy-1-methoxy-5,12-naphthacenedione hydrochloride Cl.N[C@H]1C[C@@H](O[C@H]([C@H]1O)C)O[C@H]1C[C@](CC=2C(=C3C(C=4C=CC=C(C4C(C3=C(C12)O)=O)OC)=O)O)(O)C(CO)=O